4-(4-aminophenoxy)-2-(trifluoromethyl)aniline NC1=CC=C(OC2=CC(=C(N)C=C2)C(F)(F)F)C=C1